2-(benzyloxy)-6-methyl-6,7-dihydropyrazolo[1,5-a]pyridin-4(5H)-one C(C1=CC=CC=C1)OC1=NN2C(C(CC(C2)C)=O)=C1